OCCOCCOCC(=O)OC(C)(C)C tert-butyl [2-(2-hydroxyethoxy)ethoxy]acetate